N-[(S)-{5-[(2S)-2-(dimethylcarbamoyl)piperidin-1-yl]-4-fluoro-1H-benzimidazol-2-yl}-(4-methylcyclohexyl)methyl]-3-ethylisoxazole-4-carboxamide CN(C(=O)[C@H]1N(CCCC1)C1=C(C2=C(NC(=N2)[C@@H](NC(=O)C=2C(=NOC2)CC)C2CCC(CC2)C)C=C1)F)C